BrC=1C=C(C=C(C1)C1(COC1)CC1=NN=CN1C)NC(=O)C1=NC(=NC(=C1)C)C1CC1 N-(3-bromo-5-{3-[(4-methyl-1,2,4-triazol-3-yl)methyl]oxetan-3-yl}phenyl)-2-cyclopropyl-6-methylpyrimidine-4-carboxamide